tripropylene glycol di-pivalate C(C(C)(C)C)(=O)OC(C)COC(C)COC(C)COC(C(C)(C)C)=O